Cyclopropylethane C1(CC1)CC